OC1OC(C2=CC=C(C=C12)CCCCCCCC)=O 3-hydroxy-5-octylisobenzofuran-1(3H)-one